2-(2,5-difluorophenyl)-N-(6-oxo-1-phenyl-1,6-dihydropyridin-3-yl)acetamide FC1=C(C=C(C=C1)F)CC(=O)NC1=CN(C(C=C1)=O)C1=CC=CC=C1